C(C)(C)(C)OC(=O)N1C(=CC=C1)B1OC(C)(C)C(C)(C)O1 1-tert-butoxycarbonyl-2-pyrroleboronic acid pinacol ester